NCCC1=CNC2=CC=CC=C12 3-(2-aminoethyl)-indole